7-[8-Ethynyl-7-fluoro-3-(methoxymethoxy)-1-naphthyl]-8-fluoro-4-(1-oxa-8-azaspiro[3.5]nonan-8-yl)pyrido[4,3-d]pyrimidin C(#C)C=1C(=CC=C2C=C(C=C(C12)C1=C(C=2N=CN=C(C2C=N1)N1CCCC2(CCO2)C1)F)OCOC)F